tert-butyl 3-(cyanomethyl)-1H-indazole-1-carboxylate C(#N)CC1=NN(C2=CC=CC=C12)C(=O)OC(C)(C)C